ethyl 8-[6-(3-methyl-1-tosyl-1H-1,6-diazainden-4-yl)-1,2,3,4-tetrahydro-2-isoquinolyl]octanoate CC1=CN(C2=CN=CC(=C12)C=1C=C2CCN(CC2=CC1)CCCCCCCC(=O)OCC)S(=O)(=O)C1=CC=C(C)C=C1